C(CCCCC(=O)OCCOCCCC)(=O)OCCOCCCC bis-(2-butoxyethyl) adipate